NC1=CC=C2C(=N1)CC[C@H]2NC([C@H](C)NC(=O)C2NCCC(=C2)C2=CC(=C(C=C2)F)CF)=O N-((S)-1-(((R)-2-amino-6,7-dihydro-5H-cyclopenta[b]pyridin-5-yl)amino)-1-oxopropan-2-yl)-4-(4-fluoro-3-(fluoromethyl)phenyl)-1,2,5,6-tetrahydropyridine-2-carboxamide